N-tert-Butoxycarbonyl-N-[3-[(2,6-dichloro-3-nitrobenzoyl)amino]-2,6-difluorophenyl]carbamic acid tert-butyl ester C(C)(C)(C)OC(N(C1=C(C(=CC=C1F)NC(C1=C(C(=CC=C1Cl)[N+](=O)[O-])Cl)=O)F)C(=O)OC(C)(C)C)=O